CCCCC/C=C\CCCCCCCC(=O)OC[C@H](COP(=O)(O)OC[C@H](CO)O)OC(=O)CCCCCCC/C=C\CCCCC 1,2-di-(9Z-pentadecenoyl)-sn-glycero-3-phospho-(1'-sn-glycerol)